ClC=1C=2N(C=C(C1C)C=1NC3=CC=C(C=C3C1C(C)C)C1CCN(CC1)CC1(COC1)C)C=NN2 8-chloro-6-(3-isopropyl-5-(1-((3-methyloxetan-3-yl)methyl)piperidin-4-yl)-1H-indol-2-yl)-7-methyl-[1,2,4]triazolo[4,3-a]pyridine